C(C)(C)(C)OC(=O)N1CC(C1)C1=C(C=CC(=C1)F)O 3-(5-fluoro-2-hydroxyphenyl)azetidine-1-carboxylic acid tert-butyl ester